1,2,4-Triazole-3-thiol N1N=C(N=C1)S